2-(5-(2-(((R)-1-((R or S)-5-cyano-2-oxo-1,2,3,4-tetrahydroquinolin-3-yl)ethyl)amino)ethyl)-2,4-dimethylphenyl)acetic acid C(#N)C1=C2C[C@@H](C(NC2=CC=C1)=O)[C@@H](C)NCCC=1C(=CC(=C(C1)CC(=O)O)C)C |o1:5|